ClC1=CC2=C(S1)C1(CC(N(CC1)CC=1C=NN(C1)CCS(=O)(=O)C)C)OCC2O 2-chloro-2'-methyl-1'-[[1-(2-methylsulfonylethyl)pyrazol-4-yl]methyl]spiro[4,5-dihydrothieno[2,3-c]pyran-7,4'-piperidine]-4-ol